CCCCCCCCOC(=O)C1=CC(=C(C=C1)C(=O)OCCCCCCCC)C(=O)OCCCCCCCC tri-n-octyl trimellitate